C(C)OC(=O)C=1OC2=C(C1C)C=C(C=C2)S(N(CCC2=CC=CC=C2)CC2=CC(=CC=C2)C(F)(F)F)(=O)=O 3-Methyl-5-(N-(3-trifluoromethylbenzyl)-N-phenethylsulfamoyl)benzofuran-2-carboxylic acid ethyl ester